BrC1=C(N(C)CC2=C(C=CC=C2)Br)C=CC=C1 2-bromo-N-(2-bromobenzyl)-N-methylaniline